OC1=CC=C(C=C1)C(C)(C)C1=CC=C(C=C1)C(C)(C)C1=CC=C(C=C1)O 1,4-Bis-[2-(4-hydroxyphenyl)-2-propyl]-benzol